NC=1N=C(SC1C(C1=CC=C(C=C1)O[C@@H](C(=O)N)C)=O)N(C1=CC=CC=C1)[C@@H](C(=O)N)C (2R)-(N-[4-Amino-5-[4-[2-amino-(1R)-methyl-2-oxoethoxy]benzoyl]thiazol-2-yl]anilino)propanamid